[N+](=O)([O-])C1=C(C=CC=C1[N+](=O)[O-])NCCN 2,3-dinitrophenyl-ethylenediamine